CC1=CC(=NN1)NC1=NC(=C2N=CNC2=N1)NC1CC2CCC(C1)N2CCC#N 3-((3-exo)-3-((2-((5-methyl-1H-pyrazol-3-yl)amino)-9H-purin-6-yl)amino)-8-azabicyclo[3.2.1]octan-8-yl)propionitrile